silver(III) oxide [O-2].[Ag+3].[O-2].[O-2].[Ag+3]